C(C1=CC=CC=C1)OC1=CC(=C(C=C1)NC(=O)C1=C(C=NN1CC1CN(CCO1)C(C(C)(C)C)=O)Cl)C N-(4-(benzyloxy)-2-methylphenyl)-4-chloro-1-((4-pivaloylmorpholin-2-yl)methyl)-1H-pyrazole-5-carboxamide